C(C)(=O)N[C@@H]1[C@H](CC(C(=O)O)(O)O[C@H]1[C@H](O)[C@H](O)CO)O 5-(acetylamino)-3,5-dideoxy-D-glycero-D-galacto-non-2-ulopyranosonic acid